tert-Butyl ((1R,2S)-2-hydroxy-2,3-dihydro-1H-inden-1-yl)carbamate O[C@@H]1[C@@H](C2=CC=CC=C2C1)NC(OC(C)(C)C)=O